CN1N=C2C=CC(=CC2=C1)S(=O)(=O)C1=CC=C(C=C1)CNC(=O)C=1C=CC=2N(C1)C=CN2 N-{[4-(2-methyl-2H-indazole-5-sulfonyl)phenyl]methyl}imidazo[1,2-a]pyridine-6-carboxamide